2-[[6-(1,3-benzothiazol-2-ylamino)-5-methyl-pyridazin-3-yl]-(1-hydroxybutyl)amino]-5-[3-[2-fluoro-4-[(E)-3-(methylamino)prop-1-enyl]phenoxy]propyl]thiazole-4-carboxylic acid S1C(=NC2=C1C=CC=C2)NC2=C(C=C(N=N2)N(C=2SC(=C(N2)C(=O)O)CCCOC2=C(C=C(C=C2)\C=C\CNC)F)C(CCC)O)C